S(=O)(=O)([O-])O.S(=O)(=O)(O)O.S(=O)(=O)(O)O.S(=O)(=O)(OO)O.[K+] potassium peroxymonosulfate trisulfate